benzyl 5,5-difluorohexahydrocyclopenta[c]pyrrole-2(1H)-carboxylate FC1(CC2C(CN(C2)C(=O)OCC2=CC=CC=C2)C1)F